tert-butyl 7-(2-(2,6-dioxopiperidin-3-yl)-1-oxoisoindolin-5-yl)-2,7-diazaspiro[3.5]nonane-2-carboxylate O=C1NC(CCC1N1C(C2=CC=C(C=C2C1)N1CCC2(CN(C2)C(=O)OC(C)(C)C)CC1)=O)=O